6-amino-4-(cyclopropylamino)-7-ethoxy-2-ethylquinoline-3-carbonitrile NC=1C=C2C(=C(C(=NC2=CC1OCC)CC)C#N)NC1CC1